C(C1=CC=CC=C1)(=O)NC1=CC=C(C(=O)N[C@H]2C[C@H](N(C2)C(=O)OC(C)(C)C)C(=O)O)C=C1 (2S,4S)-4-(4-benzamidobenzamido)-1-(tert-butoxycarbonyl)pyrrolidine-2-carboxylic acid